4-fluoro-2-(3-(4-methoxyphenyl)-3-oxopropyl)pyrrolidine FC1CC(NC1)CCC(=O)C1=CC=C(C=C1)OC